Methyl (S)-3-methyl-4-(o-tolyl)-2,3,4,5-tetrahydrobenzo[f][1,4]oxazepine-8-carboxylate C[C@H]1COC2=C(CN1C1=C(C=CC=C1)C)C=CC(=C2)C(=O)OC